COC=1C=C(C=CC1OCC=1C=NN(C1)CC)NC1=C(C=2N=C(C=NC2C=C1)N1CCOCC1)C#N 6-((3-methoxy-4-((1-ethyl-1H-pyrazol-4-yl)methoxy)phenyl)amino)-3-morpholinoquinoxaline-5-carbonitrile